methyl-(tert-butoxycarbonyl)-L-cysteine CN([C@@H](CS)C(=O)O)C(=O)OC(C)(C)C